C(CCC)[Sn](C=1N=C(C2=C(N1)C=NC=C2)N2CCC1(CCN(C1)C(=O)OC(C)(C)C)CC2)(CCCC)CCCC tert-butyl 8-(2-(tributylstannyl) pyrido[3,4-d]pyrimidin-4-yl)-2,8-diazaspiro[4.5]decane-2-carboxylate